(S)-6-(1-amino-1,3-dihydrospiro[indene-2,4'-piperidin]-1'-yl)-3-(1-(3-chloro-2-morpholinopyridin-4-yl)cyclopropyl)-1,5-dihydro-4H-pyrazolo[3,4-d]pyrimidin-4-one N[C@@H]1C2=CC=CC=C2CC12CCN(CC2)C=2NC(C1=C(N2)NN=C1C1(CC1)C1=C(C(=NC=C1)N1CCOCC1)Cl)=O